OC1=C(C2=CC=CC=C2C=C1)/N=N/C1=CC=C(C=C1)S(=O)(=O)O 4-[(E)-2-(2-Hydroxynaphthalen-1-yl)diazen-1-yl]benzene-1-sulfonic acid